C1(CC1)C1=CC(=NO1)C(N1C[C@@H](N(C[C@H]1CC)C1=CC(N(C=2C=CC(=NC12)C#N)C)=O)CC)C1=CC=C(C=C1)F 8-[(2s,5r)-4-[(5-cyclopropyl-1,2-oxazol-3-yl)(4-fluorophenyl)methyl]-2,5-diethylpiperazin-1-yl]-5-methyl-6-oxo-5,6-dihydro-1,5-naphthyridine-2-carbonitrile